2-(4-(benzo[d]thiazol-2-yl)phenoxy)-N-hydroxyacetamide S1C(=NC2=C1C=CC=C2)C2=CC=C(OCC(=O)NO)C=C2